CN(CCOC=1C=NC(=NC1)NC1CCC(CC1)OC1=C2C=C(C=NC2=CC(=N1)N1CCOCC1)NS(=O)(=O)C)C N-[5-[4-[[5-[2-(dimethylamino)ethoxy]pyrimidin-2-yl]amino]cyclohexoxy]-7-morpholino-1,6-naphthyridin-3-yl]methanesulfonamide